NC1=C(C=C(C#N)C=C1)NCCC 4-amino-3-(propylamino)benzonitrile